C(C)(C)(C)OC(=O)N1CCN(CC1)C1=C(C(=CC=C1)Br)/C=N/NS(=O)(=O)C1=CC=C(C)C=C1 (E)-4-(3-bromo-2-((2-p-toluenesulfonylhydrazono)methyl)phenyl)piperazine-1-carboxylic acid tert-butyl ester